(1-Benzylpiperidin-4-yl)-N-(3-fluorophenyl)-2-furoamide C(C1=CC=CC=C1)N1CCC(CC1)C1=C(OC=C1)C(=O)NC1=CC(=CC=C1)F